(α-trimethylammonioacetyl)diethanolamine hydrochloride Cl.C[N+](CC(=O)N(CCO)CCO)(C)C